(3R,4S)-4-((4-(1-(2-cyano-6-methylpyridin-3-yl)-1H-imidazol-4-yl)-5-(trifluoromethyl)pyrimidin-2-yl)amino)-3-methylpiperidine-1-carboxylic acid tert-butyl ester C(C)(C)(C)OC(=O)N1C[C@H]([C@H](CC1)NC1=NC=C(C(=N1)C=1N=CN(C1)C=1C(=NC(=CC1)C)C#N)C(F)(F)F)C